ClC1=NN2C(N3C(N4C2=NC(=N4)Cl)=NC(=N3)Cl)=N1 2,6,10-Trichlorotris-[1,2,4]triazolo[1,5-a:1',5'-c:1'',5''-e][1,3,5]triazin